2-(2,6-bis(benzyloxy)pyridin-3-yl)-6-bromo-1-methyl-1,2-dihydro-3H-indazol-3-one C(C1=CC=CC=C1)OC1=NC(=CC=C1N1N(C2=CC(=CC=C2C1=O)Br)C)OCC1=CC=CC=C1